3,3,5-trimethyl-cyclohexanecarbonitrile CC1(CC(CC(C1)C)C#N)C